CC=1N=NC2=C(C=CC(=C2C1)C1CCNCC1)OC1CCNCC1 3-methyl-5-(piperidin-4-yl)-8-(piperidin-4-yloxy)cinnoline